CS(=O)(C1=C(C=C(C=C1)[N+](=O)[O-])C)=NCCCNC(OC(C)(C)C)=O tert-butyl N-[3-[[methyl-(2-methyl-4-nitro-phenyl)-oxo-λ6-sulfanylidene]amino]propyl]carbamate